N-[(3,3-difluorocyclobutyl)methyl]-1-[2-[[4-(5-pyrrolidin-1-yl-3-pyridyl)triazol-1-yl]methyl]imidazo[1,2-a]pyridin-6-yl]methylamine FC1(CC(C1)CNCC=1C=CC=2N(C1)C=C(N2)CN2N=NC(=C2)C=2C=NC=C(C2)N2CCCC2)F